ClC1=C(C=C(C=C1)NC(=O)C1=CC=2C(=NC=C(C2)C2=CC=CC=C2)S1)S(N(C)C)(=O)=O N-[4-chloro-3-(N,N-dimethylsulfamoyl)phenyl]-5-phenyl-thieno[2,3-b]pyridine-2-carboxamide